CN(C)CC1=C(C=C(C(=C1)O)CN(C)C)O 2,5-bis(dimethylaminomethyl)-1,4-dihydroxybenzene